1-(4-(bromomethyl)-2-fluorophenyl)dihydropyrimidine-2,4(1H,3H)-dione BrCC1=CC(=C(C=C1)N1C(NC(CC1)=O)=O)F